aminotitanium N[Ti]